[Na+].NCC(=O)[O-] aminoacetic acid sodium salt